FC(C=1C(=C(C=CC1)[C@@H](C)NC=1C2=C(N=C(N1)C)C=NC(=C2)N2CCN(CC2)C(CN(C)C)=O)F)F 1-{4-[4-({(1R)-1-[3-(difluoromethyl)-2-fluorophenyl]ethyl}amino)-2-methylpyrido[3,4-d]pyrimidin-6-yl]piperazin-1-yl}-2-(dimethylamino)ethan-1-one